N-(3-(4-fluorophenyl)-5-(2-hydroxypropan-2-yl)pyrazolo[1,5-a]pyridin-2-yl)-3,3-dimethylbutanamide FC1=CC=C(C=C1)C=1C(=NN2C1C=C(C=C2)C(C)(C)O)NC(CC(C)(C)C)=O